OC1=CC=C(C=C1)C(CC1=CC=C(C=C1)CC(C)C1=CC=C(C=C1)O)C 1,4-bis(2-(4-hydroxyphenyl)propyl)benzene